(R)-6-(difluoromethoxy)-7-fluoro-N-methyl-2,3-dihydrobenzofuran-3-amine FC(OC1=C(C2=C([C@H](CO2)NC)C=C1)F)F